O\N=C(/N)\C1(CN(CCOC1)C(=O)OC(C)(C)C)C tert-Butyl (Z)-6-(N'-hydroxycarbamimidoyl)-6-methyl-1,4-oxazepane-4-carboxylate